FC[C@@H]1CN(CCO1)C1C[C@H](CC1)C1=CC(=NN1C(C)C)C=1C=NC(=NC1)C(F)(F)F (2S)-2-(fluoromethyl)-4-((3S)-3-(1-isopropyl-3-(2-(trifluoromethyl)pyrimidin-5-yl)-1H-pyrazol-5-yl)cyclopentyl)morpholine